(R)-N-(1,1-dioxido-2,3-dihydrothiophen-3-yl)-7-(furan-2-yl)-2-oxo-N-(thiophen-3-yl)-1,2-dihydroquinoline-3,8-dicarboxamide O=S1(C[C@@H](C=C1)N(C(=O)C=1C(NC2=C(C(=CC=C2C1)C=1OC=CC1)C(=O)N)=O)C1=CSC=C1)=O